C(=O)(O)CN([C@@H](CCCCN)C(=O)O)CC(=O)O N,N-dicarboxymethyl-L-lysine